selenium-rhenium sulfide [Re]=S.[Se]